4-[4-Bromo-6-(2,3-dichloro-benzyl)-3-hydroxy-pyridin-2-yl]-4-oxo-butyric acid ethyl ester C(C)OC(CCC(=O)C1=NC(=CC(=C1O)Br)CC1=C(C(=CC=C1)Cl)Cl)=O